O1C(CCCC1)COP(F)F.BrCCCO[Si](C)(C)C(C)(C)C (3-bromopropoxy)(tert-butyl)dimethylsilane (oxan-2-yl)methyl-phosphorodifluoridoite